ClC1=CC2=C(N(C(=N2)CCl)CCCCOCCOCCOCCOCCOCC#C)C=C1 5-chloro-2-(chloromethyl)-1-(4,7,10,13,16-pentaoxaicos-1-yn-20-yl)-1H-benzimidazole